methionine, sodium salt [Na+].N[C@@H](CCSC)C(=O)[O-]